N1=C(C=CC=C1)C=1N=CC(=NC1)NC(C1=NC=CC=C1)=O N-(5-(pyridin-2-yl)pyrazin-2-yl)picolinamide